N-iso-Pentyl-4-(6-methyl-3,6-diazabicyclo[3.1.1]-heptan-3-yl)-1H-benzo[d]imidazole-1-carboxamide C(CC(C)C)NC(=O)N1C=NC2=C1C=CC=C2N2CC1N(C(C2)C1)C